Natrium 6-[[4-[2-Fluoro-4-[[1-[(3-Chlorophenyl)carbamoyl]cyclopropanecarbonyl]amino] phenoxy]-6-methoxy-7-quinolyl]oxy]caproat FC1=C(OC2=CC=NC3=CC(=C(C=C23)OC)OCCCCCC(=O)[O-])C=CC(=C1)NC(=O)C1(CC1)C(NC1=CC(=CC=C1)Cl)=O.[Na+]